8-(((9H-fluoren-9-yl)methoxy)carbonyl)-2,2-dimethyl-4,12-dioxo-3,15,18-trioxa-5,8,11-triazahenicosan-21-oic acid C1=CC=CC=2C3=CC=CC=C3C(C12)COC(=O)N(CCNC(OC(C)(C)C)=O)CCNC(CCOCCOCCC(=O)O)=O